4-hydroxymethyl-2-furancarboxaldehyde OCC=1C=C(OC1)C=O